4-((2R,5S)-5-((S)-5-methyl-3-((triethylsilyl)oxy)hept-5,6-dien-1-yl)-4-methylenetetrahydrofuran-2-yl)-3-(phenylsulfonyl)butan-2-ol CC(C[C@H](CC[C@H]1C(C[C@@H](O1)CC(C(C)O)S(=O)(=O)C1=CC=CC=C1)=C)O[Si](CC)(CC)CC)=C=C